thieno[3,2-b]pyridine-2,7-diamine S1C(=CC2=NC=CC(=C21)N)N